BrC1=CC=C(C=C1)C1=CC/2=C(N=C3N(\C2=N\C2=CC=CC=C2)CCCC3)O1 (E)-2-(4-bromophenyl)-N-phenyl-6,7,8,9-tetrahydro-4H-furo[2,3-d]pyrido[1,2-a]pyrimidine-4-imine